4-Amino-3,6-dichloropyridin NC1=C(C=NC(=C1)Cl)Cl